OC[C@H](C1=CC=CC=C1)NC1=NC(=NC=C1C1=NC(=NO1)C12CCN(CC1)CC2)NC=2C=C1CC(NC(C1=CC2)=O)(C)C (S)-6-((4-((2-hydroxy-1-phenylethyl)amino)-5-(3-(quinuclidin-4-yl)-1,2,4-oxadiazol-5-yl)pyrimidin-2-yl)amino)-3,3-dimethyl-3,4-dihydroisoquinolin-1(2H)-one